C(/C(=C/C(=O)N)/C(=O)[O-])C(=O)[O-] cis-aconitamide